Cl.FC1=C(C=C(C=C1)C1=CC=C(S1)CN1C(NN=C1)=O)C(F)(F)F 4-(5-[4-fluoro-3-(trifluoromethyl)phenyl]thiophen-2-ylmethyl)-2,4-dihydro-3H-1,2,4-triazol-3-one hydrochloride